methyl (Z)-1-(4-amino-2-fluoro-but-2-en-1-yl)-4-(3-((3,3-difluoropyrrolidin-1-yl) sulfonyl) phenyl)-1H-benzo[d]imidazole-6-carboxylate hydrochloride Cl.NC\C=C(\CN1C=NC2=C1C=C(C=C2C2=CC(=CC=C2)S(=O)(=O)N2CC(CC2)(F)F)C(=O)OC)/F